ON1C(C=2C(C1=O)=CC=CC2)=O N-hydroxylphthalimide